ClC=1C=CC=C2C=CN(C(C12)=O)C1=NNC=N1 8-chloro-2-(1H-1,2,4-triazol-3-yl)isoquinolin-1(2H)-one